BrC=1C(=CC(=C(C=O)C1)[N+](=O)[O-])N1CCCCC1 5-Bromo-2-nitro-4-(1-piperidyl)benzaldehyde